BrC=1C=NN2C1N=C(N=C2NCC2=NN=C(N2)C2=C(C=C(C=C2)F)F)N2CCOCC2 8-bromo-N-{[5-(2,4-difluorophenyl)-4H-1,2,4-triazol-3-yl]methyl}-2-(morpholin-4-yl)pyrazolo[1,5-a][1,3,5]triazin-4-amine